(R)-(1-(benzo[d][1,3]dioxol-5-yl)propan-2-yl)carbamic acid ethyl ester C(C)OC(N[C@@H](CC1=CC2=C(OCO2)C=C1)C)=O